N-(1-phenyl-3,5-dimethylpyrazolin-4-ylmethyl)-N'-(2-pyridylmethyl)-N-(5,6,7,8-tetrahydro-8-quinolinyl)-1,4-xylylenediamine C1(=CC=CC=C1)N1NC(=C(C1C)CN(CC1=CC=C(C=C1)CNCC1=NC=CC=C1)C1CCCC=2C=CC=NC12)C